C(C)(C)(C)OC(=O)N1CCC(CC1)N1C(C=C(C(=C1)OC)C(=O)O)=O 1-(1-(tert-butoxycarbonyl)piperidin-4-yl)-5-methoxy-2-oxo-1,2-dihydropyridine-4-carboxylic acid